2-methylamino-4-acetoxy-1-Methacryloyloxynaphthalene CNC1=C(C2=CC=CC=C2C(=C1)OC(C)=O)OC(C(=C)C)=O